CCOCCOCCO 3,6,9-trioxanonane